5-chloro-1-(8-fluoro-3-quinolinyl)-3,4-dimethyl-3,4-dihydroisoquinoline ClC1=C2C(C(N=C(C2=CC=C1)C=1C=NC2=C(C=CC=C2C1)F)C)C